8-cyclopentyl-6-ethyl-2-[5-(4-fluoro-benzylamino)-pyridin-2-ylamino]-8H-pyrido[2,3-d]Pyrimidin-7-one C1(CCCC1)N1C(C(=CC2=C1N=C(N=C2)NC2=NC=C(C=C2)NCC2=CC=C(C=C2)F)CC)=O